C(C)C(C(=O)[O-])(CCC(C)C)C=O ethyl-formyl-5-methylhexanoate